FC=1C(=C(C=CC1)C=1CCN(C(C1)=O)CC1=NC2=C(N1C[C@H]1OCC1)C=C(C=C2)C(=O)OC)OCOC methyl (S)-2-((4-(3-fluoro-2-(methoxymethyloxy) phenyl)-6-oxo-3,6-dihydropyridin-1(2H)-yl) methyl)-1-(oxetan-2-ylmethyl)-1H-benzo[d]imidazole-6-carboxylate